N-[7-(2-chloro-5-fluorophenyl)-4-(2,2-difluoroethyl)-7-hydroxy-3,9-dioxo-1,3,4,7,8,9-hexahydro[1,3]oxazino[5,4-e]isoindol-6-yl]-5-fluoro-3-(trifluoromethyl)benzamide ClC1=C(C=C(C=C1)F)C1(NC(C2=C3C(=CC(=C12)NC(C1=CC(=CC(=C1)F)C(F)(F)F)=O)N(C(OC3)=O)CC(F)F)=O)O